1,5,9,13,17-pentaazacycloicosane N1CCCNCCCNCCCNCCCNCCC1